C(C)(C)(C)[S@](=O)N1[C@H]([C@H]1C(=O)OC)C(=O)OC(C)(C)C 2-(tert-butyl) 3-methyl (2R,3S)-1-((S)-tert-butylsulfinyl)aziridine-2,3-dicarboxylate